5-fluoro-2-(2-(4-fluorophenyl)acetyl)-3-nitrobenzoic acid methyl ester COC(C1=C(C(=CC(=C1)F)[N+](=O)[O-])C(CC1=CC=C(C=C1)F)=O)=O